(S)-N-(3-(6-(((R)-1-hydroxypropan-2-yl)amino)-2-morpholinopyrimidin-4-yl)-4-methylphenyl)-3-(2,2,2-trifluoroethyl)pyrrolidine-1-carboxamide formate salt C(=O)O.OC[C@@H](C)NC1=CC(=NC(=N1)N1CCOCC1)C=1C=C(C=CC1C)NC(=O)N1C[C@@H](CC1)CC(F)(F)F